S1C=CCC2=CC=CC=C12 4H-Thiochromene